[2-(aminomethyl)-3,3-difluoro-allyl]-4-[2-[5-(1,3-benzodioxol-5-yl)-2-thienyl]ethyl]-1,2,4-triazol-3-one trifluoroacetate salt FC(C(=O)O)(F)F.NCC(CC=1N(C(NN1)=O)CCC=1SC(=CC1)C1=CC2=C(OCO2)C=C1)=C(F)F